tert-butyl 4-(5-(chlorosulfonyl)thiazol-2-yl)piperidine-1-carboxylate ClS(=O)(=O)C1=CN=C(S1)C1CCN(CC1)C(=O)OC(C)(C)C